NS(=NC(CC1=C(C(=CC=C1C(C)C)F)C(C)C)=O)(=O)C1=NC=C(C=C1)CN(C)C N-(amino(5-((dimethylamino)methyl)pyridin-2-yl)(oxo)-λ6-sulfaneylidene)-2-(3-fluoro-2,6-diisopropylphenyl)acetamide